9-ethyl-6,6-dimethyl-11-oxo-8-(4-(piperazin-1-yl)piperidin-1-yl)-6,11-dihydro-5H-benzo[b]carbazole-3-carbonitrile C(C)C1=CC2=C(C(C=3NC4=CC(=CC=C4C3C2=O)C#N)(C)C)C=C1N1CCC(CC1)N1CCNCC1